(3-(2-(2-amino-4-oxo-4,7-dihydro-3H-pyrrolo[2,3-d]pyrimidin-6-yl)ethyl)ureido)-N-(pyridin-3-yl)benzamide NC=1NC(C2=C(N1)NC(=C2)CCNC(NC2=C(C(=O)NC=1C=NC=CC1)C=CC=C2)=O)=O